ClC1=CC=C(CNC(=O)C2=CC3=C(N=C(S3)C=3C=NC(=CC3)C)C=C2)C=C1 N-(4-chlorobenzyl)-2-(6-methylpyridin-3-yl)benzo[d]thiazole-6-carboxamide